OC(=O)C(F)(F)F.ClC1=CC(=NC(=C1O)Cl)C(=O)NC1=C(N=C(S1)C=1CCN(CC1)C)C(NCC1=C(C=CC=C1)C(F)(F)F)=O 4,6-dichloro-5-hydroxy-N-[2-(1-methyl-1,2,3,6-tetrahydropyridin-4-yl)-4-({[2-(trifluoromethyl)phenyl]methyl}carbamoyl)-1,3-thiazol-5-yl]pyridine-2-carboxamide TFA salt